ethyl 2-{5-[(1,3-benzothiazol-2-yl)amino]-1H-pyrrolo[2,3-b]pyridin-1-yl}-1,3-thiazole-4-carboxylate S1C(=NC2=C1C=CC=C2)NC=2C=C1C(=NC2)N(C=C1)C=1SC=C(N1)C(=O)OCC